FC1=C(C(=CC=C1)F)C#CC1=CC=C(C=N1)N(C)C 6-((2,6-difluorophenyl)ethynyl)-N,N-dimethylpyridin-3-amine